COC1=C(C=C2C=CN=CC2=C1)C(=O)N 7-methoxyisochinolin-6-carboxamid